COCCOC=1C=C(C=CC1)C=1N(C2=CC=C(C=C2C1)[N+](=O)[O-])C 2-[3-(2-methoxyethoxy)phenyl]-1-methyl-5-nitro-1H-indole